FC=1C=C2C(C(=CN(C2=NC1N1CC(C1)C(NC=1N=NSC1)=O)C1=NC=NS1)C(=O)O)=O 6-fluoro-4-oxo-7-{3-[(1,2,3-thiadiazol-4-yl)carbamoyl]azetidin-1-yl}-1-(1,2,4-thiadiazol-5-yl)-1,4-dihydro-1,8-naphthyridine-3-carboxylic acid